5-(3-((3-(4-(4-amino-3-(4-phenoxyphenyl)-1H-pyrazolo[3,4-d]pyrimidin-1-yl)-piperidin-1-yl)azetidin-1-yl)methyl)-3-fluoroazetidin-1-yl)-2-(2,6-dioxopiperidin-3-yl)-isoindoline-1,3-dione NC1=C2C(=NC=N1)N(N=C2C2=CC=C(C=C2)OC2=CC=CC=C2)C2CCN(CC2)C2CN(C2)CC2(CN(C2)C=2C=C1C(N(C(C1=CC2)=O)C2C(NC(CC2)=O)=O)=O)F